O.[Na].[Na].S(=O)(=O)(O)C=1C=C(C=CC1)OP(OC1=CC(=CC=C1)S(=O)(=O)O)(=O)C1=CC(=CC(=C1)C(F)(F)F)C(F)(F)F bis(3-sulfophenyl)(3,5-di-trifluoromethylphenyl)phosphonic acid disodium monohydrate